Dimethyl 6-chloro-3-oxo-1,3-dihydroisobenzofuran-1-ylphosphonate ClC1=CC=C2C(OC(C2=C1)P(OC)(OC)=O)=O